tert-butyl 4-(2-(4-((4-(2-(3-chloro-4-(2-chloroethoxy)-5-cyanophenyl)propan-2-yl)phenoxy)methyl)pyrimidin-2-yl)-2,7-diazaspiro[3.5]nonan-7-yl)piperidine-1-carboxylate ClC=1C=C(C=C(C1OCCCl)C#N)C(C)(C)C1=CC=C(OCC2=NC(=NC=C2)N2CC3(C2)CCN(CC3)C3CCN(CC3)C(=O)OC(C)(C)C)C=C1